FC1=C(CC2=C(N)C(=CC(=C2)C)C)C(=CC=C1)F 2-(2,6-difluorobenzyl)-4,6-dimethylaniline